1-Methoxy-2-propanol COCC(C)O